C(C(C)C)(=O)O[C@@H]1[C@](O[C@H](C1)N1C2=NC(=NC(=C2N=C1)NC(CC(C)(C)C1=C(C=C(C=C1C)C)OC(C)=O)=O)Cl)(COC(C(C)C)=O)C#C (2R,3S,5R)-5-(6-(3-(2-acetoxy-4,6-dimethylphenyl)-3-methylbutanamido)-2-chloro-9H-purin-9-yl)-2-ethynyl-2-((isobutyryloxy)methyl)tetrahydrofuran-3-yl isobutyrate